N-(4-acetylphenyl)-4-oxo-1H-quinoline-3-carboxamide C(C)(=O)C1=CC=C(C=C1)NC(=O)C1=CNC2=CC=CC=C2C1=O